CC1=NC(=C(C(=C1C#N)C)C#N)C 2,4,6-trimethyl-3,5-pyridinedinitrile